COC1=C(C=CC=C1)C(=O)C1=NC=CC=C1 (2-methoxyphenyl)(pyridin-2-yl)methanone